cyclohexan-1-ol hydrochloride Cl.C1(CCCCC1)O